NCCC1=CC(=CC=2C3=CC(=CC=C3NC12)Cl)NC1=CC(=C(C=C1)Cl)F 1-(2-Aminoethyl)-6-chloro-N-(4-chloro-3-fluorophenyl)-9H-carbazol-3-amine